C1(CC1)C=1C(=NC=C(C1)NC(C(=O)N1[C@H](CN([C@@H](C1)C)C(C(C)C)=O)C1=CC(=C(C=C1)F)F)=O)NC(OC(C)(C)C)=O tert-butyl (3-cyclopropyl-5-(2-((2S,5R)-2-(3,4-difluorophenyl)-4-isobutyryl-5-methylpiperazin-1-yl)-2-oxoacetamido)pyridin-2-yl)carbamate